CC(CCCCCCCCC)CCCC(CCCCCCCCCCCC)C 10,14-Dimethylhexacosane